1-(4-(4-amino-furo[2,3-d]pyrimidin-5-yl)phenyl)-3-(2-fluoro-5-(trifluoromethyl)phenyl)urea NC=1C2=C(N=CN1)OC=C2C2=CC=C(C=C2)NC(=O)NC2=C(C=CC(=C2)C(F)(F)F)F